[2-[2-(9-Fluorenylmethoxycarbonyl-amino)ethoxy]ethoxy]acetic acid C1=CC=CC=2C3=CC=CC=C3C(C12)COC(=O)NCCOCCOCC(=O)O